(3-phenylpropyl)-methyldimethoxysilane C1(=CC=CC=C1)CCC[Si](OC)(OC)C